N-butyl-piperidinium C(CCC)[NH+]1CCCCC1